rac-(2s,3s)-2-(5-chlorothiophene-2-yl)-2-methyl-5-oxopyrrolidine-3-carboxylic acid ethyl ester C(C)OC(=O)[C@@H]1[C@@](NC(C1)=O)(C)C=1SC(=CC1)Cl |r|